NC=1C2=C(N=CN1)N(C(=C2C=2C=NN(C2)CCN(C)C)[C@H]2CN(CC2)C(C=C)=O)C (R)-1-(3-(4-amino-5-(1-(2-(dimethylamino)ethyl)-1H-pyrazol-4-yl)-7-methyl-7H-pyrrolo[2,3-d]pyrimidin-6-yl)pyrrolidin-1-yl)prop-2-en-1-one